C(#N)C1(CCOCC1)CNC1=C(C=C(C=C1)S(=O)(=O)NC(C1=C(C=CC=C1)N1C2=C(OCC1)N=C1C(=C2)C=CN1)=O)[N+](=O)[O-] N-((4-(((4-cyanotetrahydro-2H-pyran-4-yl)methyl)amino)-3-nitrophenyl)sulfonyl)-2-(2,3-dihydropyrrolo[3',2':5,6]pyrido[2,3-b][1,4]oxazin-1(6H)-yl)benzamide